C(=O)O.FC1(CCC(CC1)C1=NC=CC(=C1NC(=O)C=1C=NC(=NC1)N1[C@H](COCC1)C)C1=NC=CC=C1)F (S)-N-(2'-(4,4-difluorocyclohexyl)-[2,4'-bipyridin]-3'-yl)-2-(3-methylmorpholino)pyrimidine-5-carboxamide formate salt